1-[5-[3-(benzenesulfonyl)propoxy]-2,4-dichloro-phenyl]-3-[(1S)-1-(2-pyrimidin-2-yl-1,2,4-triazol-3-yl)ethyl]urea C1(=CC=CC=C1)S(=O)(=O)CCCOC=1C(=CC(=C(C1)NC(=O)N[C@@H](C)C=1N(N=CN1)C1=NC=CC=N1)Cl)Cl